5-trifluoromethyl-2-(2-hydroxy-3,5-di-alpha-cumylphenyl)-2H-benzotriazole FC(C1=CC=2C(=NN(N2)C2=C(C(=CC(=C2)C(C)(C)C2=CC=CC=C2)C(C)(C)C2=CC=CC=C2)O)C=C1)(F)F